(2S,4r)-4-hydroxy-1-((S)-3-methyl-2-(4-methyl-1H-1,2,3-triazol-1-yl)butyryl)-N-(2-(piperidin-4-yloxy)benzyl)pyrrolidine-2-carboxamide O[C@@H]1C[C@H](N(C1)C([C@H](C(C)C)N1N=NC(=C1)C)=O)C(=O)NCC1=C(C=CC=C1)OC1CCNCC1